cis-2-tetradecene-1,14-dicarboxylic anhydride C1\C=C/CCCCCCCCCCCC(=O)OC1=O